(2R,3S,4R,5R)-4-[[3-[4-Methoxy-6-(trifluoromethyl)-3-pyridyl]-4,5-dimethyl-5-(trifluoromethyl)tetrahydrofuran-2-carbonyl]amino]pyridin-2-carboxamid COC1=C(C=NC(=C1)C(F)(F)F)[C@H]1[C@@H](O[C@]([C@@H]1C)(C(F)(F)F)C)C(=O)NC1=CC(=NC=C1)C(=O)N